(E)-3-[4-[[1-(2-Chlorophenyl)triazol-4-yl]methoxy]-3-methoxyphenyl]-1-(2-hydroxy-4,6-dimethoxyphenyl)prop-2-en-1-one ClC1=C(C=CC=C1)N1N=NC(=C1)COC1=C(C=C(C=C1)/C=C/C(=O)C1=C(C=C(C=C1OC)OC)O)OC